2-fluoro-N-((2-fluorobenzyl)(methyl)(oxo)-λ6-sulfaneylidene)-4-(5-(trifluoromethyl)-1,2,4-oxadiazol-3-yl)benzamide FC1=C(C(=O)N=S(=O)(C)CC2=C(C=CC=C2)F)C=CC(=C1)C1=NOC(=N1)C(F)(F)F